C[C@@H](C(=O)O)CCCCCC (R)-2-methyl-octanoic acid